(2E)-2-cyano-3-(3,4-dihydroxy-5-nitrophenyl)-N-methyl-2-propenamide C(#N)/C(/C(=O)NC)=C\C1=CC(=C(C(=C1)[N+](=O)[O-])O)O